C1(=CC=CC=C1)C1=NC(=NC(=C1)C1=CC=CC=C1)C1=CC(=CC=2C3=CC=CC=C3NC12)C=1C=CC=2N(C3=CC=CC=C3C2C1)C1=CC=CC=C1 (4,6-diphenyl-pyrimidin-2-yl)-9'-phenyl-3,3'-bi-9H-carbazole